FC1=CC(=C(C=C1)C=1CN(CC1)C(=O)OCC1=CC=CC=C1)O Benzyl 3-(4-fluoro-2-hydroxyphenyl)-2,5-dihydro-1H-pyrrole-1-carboxylate